N-[2-[4-(hydroxymethyl)cyclohexyl]-6-(1-hydroxy-1-methyl-ethyl)-3H-benzimidazol-5-yl]-6-(trifluoromethyl)pyridine-2-carboxamide OCC1CCC(CC1)C=1NC2=C(N1)C=C(C(=C2)NC(=O)C2=NC(=CC=C2)C(F)(F)F)C(C)(C)O